ClC1=NC=C(C(=N1)N1CC(C1)C(=O)NC(C)(C)C1=CN=C2N1C=CC=C2)Cl 1-(2,5-dichloropyrimidin-4-yl)-N-(2-{imidazo[1,2-a]pyridin-3-yl}propan-2-yl)azetidine-3-carboxamide